3-(5-(3,8-diazabicyclo[3.2.1]octan-8-yl)-6-fluoro-1-oxoisoindolin-2-yl)piperidine-2,6-dione C12CNCC(CC1)N2C=2C=C1CN(C(C1=CC2F)=O)C2C(NC(CC2)=O)=O